[(2S,5S,8S,11S)-4,7-bis-carboxymethyl-2,5,8,11-tetramethyl-1,4,7,10-tetraazacyclododecan-1-yl]acetic acid C(=O)(O)CN1C[C@@H](N(C[C@@H](NC[C@@H](N(C[C@@H]1C)CC(=O)O)C)C)CC(=O)O)C